NC1=C(C(NC2=C(C=CC=C12)C1=C(C=CC(=C1)OCCN1C=NN=C1)F)=O)C(=O)NCCC 4-amino-8-[2-fluoro-5-[2-(1,2,4-triazol-4-yl)ethoxy]phenyl]-2-oxo-N-propyl-1H-quinoline-3-carboxamide